ClC=1C=C(C=C(C1)NS(=O)(=O)C)NC(=O)C=1SC(=C(C1)C1=NC=C(C=C1OC(C)C1=CC(=CC(=C1)S(=O)(=O)C)F)F)C N-(3-chloro-5-methanesulfonamidophenyl)-4-{5-fluoro-3-[1-(3-fluoro-5-methanesulfonylphenyl)ethoxy]pyridin-2-yl}-5-methyl-thiophene-2-carboxamide